COC1=CC=C(C=C1)C1=CC(=C2C=CC(=CC=C12)F)C(F)(F)F 1-(4-methoxyphenyl)-3-trifluoromethyl-6-fluoroazulene